(phenyl)phosphonium (phenyl)borate C1(=CC=CC=C1)OB([O-])[O-].C1(=CC=CC=C1)[PH3+].C1(=CC=CC=C1)[PH3+]